O=C1N(C(CC1)=O)OC(CCCCC(=O)ON1C(CCC1=O)=O)=O adipic acid 1,6-di(2,5-dioxo-1-pyrrolidinyl) ester